(5R)-1-(2,6-dimethoxyphenyl)hexan-1-ol COC1=C(C(=CC=C1)OC)C(CCCCC)O